C1C(CCCCC1)C1CCCCCC1 2,5-bicycloheptyl